diethylene glycol monoPhenyl ether acrylate C(C=C)(=O)OCCOCCOC1=CC=CC=C1